C1(CC(C(CC1)C(C)C)O)(C)C(=O)[O-].[Ba+2].C1(CC(C(CC1)C(C)C)O)(C)C(=O)[O-] barium mentholate